C(C)(=O)OC[C@H]1O[C@H]([C@@H](C1)OC(C)=O)N1C2=NC(=NC=C2N(C1=O)CCCC#N)N ((2S,4R,5R)-4-acetoxy-5-(2-amino-7-(3-cyanopropyl)-8-oxo-7,8-dihydro-9H-purin-9-yl) tetrahydrofuran-2-yl)methyl acetate